3-octene-2-one CC(C=CCCCC)=O